N-methylguanosine 5'-triphosphate P(O)(=O)(OP(=O)(O)OP(=O)(O)O)OC[C@@H]1[C@H]([C@H]([C@@H](O1)N1C=NC=2C(=O)NC(NC)=NC12)O)O